CN(CCC1=CNC2=CC(=CC=C12)C(CC(=O)[O-])C(=O)[O-])C N,N-dimethyltryptamine-6-succinate